2,2,2-trichloroethyl (2-isopropyl-6,7-dihydro-5H-cyclopenta[b]pyridin-3-yl)carbamate C(C)(C)C1=C(C=C2C(=N1)CCC2)NC(OCC(Cl)(Cl)Cl)=O